C(C)C1=CC(CC(C1)CC)=O 3,5-diethyl-2-cyclohexenone